N-(4-(N-(2-(3-(dimethylamino)propyl)isoindol-5-yl)sulfamoyl)naphthalen-1-yl)-2-methylbenzamide CN(CCCN1C=C2C=CC(=CC2=C1)NS(=O)(=O)C1=CC=C(C2=CC=CC=C12)NC(C1=C(C=CC=C1)C)=O)C